L-N-methyltryptophan CN[C@@H](CC1=CNC2=CC=CC=C12)C(=O)O